C(C1=CC=CC=C1)(C1=CC=CC=C1)NC1=NC=C(C=C1F)N1[C@@H](CCC1)C (R)-N-(benzhydryl)-3-fluoro-5-(2-methylpyrrolidin-1-yl)pyridin-2-amine